ClC=1C=C(C=CC1)N1C(N([C@](C1)(C#N)C)C1=CN=CC2=CC=CC=C12)=O |r| racemic-1-(3-chlorophenyl)-3-(isoquinolin-4-yl)-4-methyl-2-oxoimidazoline-4-carbonitrile